2-(3-((1-methylpiperidin-4-yl)oxy)-5-(trifluoromethyl)phenyl)quinazolin-7-amine CN1CCC(CC1)OC=1C=C(C=C(C1)C(F)(F)F)C1=NC2=CC(=CC=C2C=N1)N